C(C)(=O)OC1=CC(=CC2=C(C=C(C=C12)C1=CC(=C(C=C1)OCOCCOC)C12CC3CC(CC(C1)C3)C2)OC)C(=O)OCC Ethyl 4-acetoxy-6-(3-(adamantan-1-yl)-4-((2-methoxyethoxy) methoxy)phenyl)-8-methoxy-2-naphthoate